CC1(C2=C(CN(CC1)C(=O)NC1=CC=C(C=C1)C(F)(F)F)C=C(C=C2)N2CCC(CC2)N2CCOCC2)C 5,5-dimethyl-8-(4-morpholinopiperidin-1-yl)-N-(4-(trifluoromethyl)phenyl)-1,3,4,5-tetrahydro-2H-benzo[c]azepine-2-carboxamide